4-bromo-2-pyrrolaldehyde BrC=1C=C(NC1)C=O